4-ethoxycarbonylpiperazinium bisulfate S([O-])(O)(=O)=O.C(C)OC(=O)N1CC[NH2+]CC1